3-(4-(aminomethyl)-2-chloro-6-methylphenyl)piperidine-2,6-dione NCC1=CC(=C(C(=C1)C)C1C(NC(CC1)=O)=O)Cl